CC(C#CC(=O)O)CCCC.COC(=O)C#CCCCCC.C1(=CC=C(C=C1)C(CNC1=CC=CC=C1)C)C(CNC1=CC=CC=C1)C 4'-[1,4-phenylenebis(1-methylethylene)]bis-aniline Methyl-heptynecarboxylate (Methyl-2-octynoate)